(2S,4R)-1-[(2S)-2-(4-cyclopropyltriazol-1-yl)-3,3-dimethyl-butanoyl]-4-hydroxy-N-[2-hydroxy-1-[2-(trifluoromethoxy)phenyl]ethyl]pyrrolidine-2-carboxamide C1(CC1)C=1N=NN(C1)[C@H](C(=O)N1[C@@H](C[C@H](C1)O)C(=O)NC(CO)C1=C(C=CC=C1)OC(F)(F)F)C(C)(C)C